BrCC=1C=CC(=C(OCC=2C=C(C(=O)OC)C=CC2)C1)F methyl 3-((5-(bromomethyl)-2-fluorophenoxy)methyl)benzoate